C[C@]1(SC=C(N1)C(N1CCCCC1)(OC)C1=NOC(=N1)C)CC(=O)N [(2S,4S)-2-methyl-4-[(5-methyl-1,2,4-oxadiazol-3-yl)methoxy[1-piperidyl]methyl]thiazol-2-yl]acetamide